C(#N)C1=CC=C(S1)COC1=CC=C2CCNCC2=C1 7-((5-cyanothiophene-2-yl)methoxy)-1,2,3,4-tetrahydroisoquinoline